C(C)OC(=O)C=1C=NNC1C(F)F 5-(difluoromethyl)-1H-pyrazole-4-carboxylic acid ethyl ester